[4-(5-chlorooxazolo[4,5-b]pyridin-2-yl)piperazin-1-yl]-[6-[2-(2,2-dimethylpropyl)tetrazol-5-yl]-5-methoxy-3-pyridyl]methanone ClC1=CC=C2C(=N1)N=C(O2)N2CCN(CC2)C(=O)C=2C=NC(=C(C2)OC)C=2N=NN(N2)CC(C)(C)C